7-isopropoxy-2-((1S,4R)-1-(methoxymethyl)-2-oxabicyclo[2.2.1]heptan-4-yl)imidazo[1,2-a]pyrimidine-6-carboxylic acid C(C)(C)OC1=NC=2N(C=C1C(=O)O)C=C(N2)[C@@]21CO[C@@](CC2)(C1)COC